trans-β-carotene CC1(C)CCCC(C)=C1\C=C\C(\C)=C\C=C\C(\C)=C\C=C\C=C(/C)\C=C\C=C(/C)\C=C\C1=C(C)CCCC1(C)C